2-(2-heptadecadecenyl-2-imidazoline-1-yl)ethanol C(=C=C=C=C=C=C=C=C=C=CCCCCCC)C=1N(CCN1)CCO